3-bromo-5-(3-chloro-5-fluorophenoxy)-1-methyl-1,2,4-triazole BrC1=NN(C(=N1)OC1=CC(=CC(=C1)F)Cl)C